tributylammonium tetra(p-trifluoromethylphenyl)borate FC(C1=CC=C(C=C1)[B-](C1=CC=C(C=C1)C(F)(F)F)(C1=CC=C(C=C1)C(F)(F)F)C1=CC=C(C=C1)C(F)(F)F)(F)F.C(CCC)[NH+](CCCC)CCCC